(S)-2-ethyl-4-((1-(3-fluoro-4-phenoxyphenyl)ethyl)amino)-2,3-dihydro-1H-pyrrolo[3,4-c]pyridin-1-one C(C)N1CC=2C(=NC=CC2C1=O)N[C@@H](C)C1=CC(=C(C=C1)OC1=CC=CC=C1)F